O1CCC(CC1)C=1C=C(C=C(C1)B1OC(C(O1)(C)C)(C)C)C1(COC1)O 3-(3-(tetrahydro-2H-pyran-4-yl)-5-(4,4,5,5-tetramethyl-1,3,2-dioxaborolan-2-yl)phenyl)oxetan-3-ol